OP(=O)(N1C=NC=C1)O[C@@H]1C[C@H](N(C1)C([C@H](C(C)(C)C)NC(OCC=C)=O)=O)C(NCC1=CC=C(C=C1)C1=C(N=CS1)C)=O Allyl ((2S)-1-((2S,4R)-4-((hydroxy(1H-imidazol-1-yl)phosphoryl)oxy)-2-((4-(4-methylthiazol-5-yl)benzyl)carbamoyl)pyrrolidin-1-yl)-3,3-dimethyl-1-oxobutan-2-yl)carbamate